CN(C=C)C N,N-Dimethylethenamine